t-butyl (1R,5S)-2-(hydroxymethyl)-3,8-diazabicyclo[3.2.1]octane-8-carboxylate OCC1[C@H]2CC[C@@H](CN1)N2C(=O)OC(C)(C)C